chloromethyl eicosanate C(CCCCCCCCCCCCCCCCCCC)(=O)OCCl